C(C)(C)C1=NC=NC=C1C=1OC=2C(=NC=CC2N1)CC1=CC=C(C=C1)C=1N(C=C(N1)C(F)(F)F)C 2-(4-isopropylpyrimidin-5-yl)-4-(4-(1-methyl-4-(trifluoromethyl)-1H-imidazol-2-yl)benzyl)oxazolo[5,4-c]pyridine